5-acetyl-2,6-dimethyl-4-(5-(morpholine-4-carbonyl)benzo[b]thiophen-3-yl)-1,4-dihydropyridine-3-carboxylic acid methyl ester COC(=O)C1=C(NC(=C(C1C=1C2=C(SC1)C=CC(=C2)C(=O)N2CCOCC2)C(C)=O)C)C